4-(4-amino-7-fluoro-3-(propylcarbamoyl)isoquinolin-8-yl)-3-methoxypyridazine 1-oxide NC1=C(N=CC2=C(C(=CC=C12)F)C1=C(N=[N+](C=C1)[O-])OC)C(NCCC)=O